Cl.N1C[C@@H](CC1)NC=1C=NC2=CC=CC=C2C1 (R)-N-(pyrrolidin-3-yl)quinoline-3-amine hydrochloride